C1(=CC=CC=C1)NC(OC(C)(C)[C@]1(CN(CC1)C(C)(C)C=1C=NC(=CC1)C)CCC=1SC(=CC1)F)=O |o1:12| (R or S)-2-(3-(2-(5-fluoro-thiophen-2-yl)ethyl)-1-(2-(6-methylpyridin-3-yl)propan-2-yl)pyrrolidin-3-yl)propan-2-yl phenylcarbamate